Dimethyl 4-(7-cyanobenzo[b]thiophen-3-yl)-2-cyclopropyl-6-(hydroxymethyl)-1,4-dihydropyridin-3,5-dicarboxylat C(#N)C1=CC=CC2=C1SC=C2C2C(=C(NC(=C2C(=O)OC)CO)C2CC2)C(=O)OC